OC1=CC=C(C=C1)C(C(I)(I)I)(C(I)(I)I)C1=CC=C(C=C1)O 2,2-bis(4-hydroxyphenyl)hexaiodopropane